1-methyl-N-(1-methylcyclopropyl)-2,4-dioxo-1,2,3,4-tetrahydroquinazoline-6-sulfonamide CN1C(NC(C2=CC(=CC=C12)S(=O)(=O)NC1(CC1)C)=O)=O